CNC(=O)C=1N=NN(C1)CCCCC=1N=NC(=CC1)NC(CC1=NC=CC(=C1)C1=CC(=CC=C1)OC(F)(F)F)=O N-methyl-1-{4-[6-(2-{4-[3-(trifluoromethoxy)phenyl]pyridin-2-yl}-acetamido)pyridazin-3-yl]butyl}-1H-1,2,3-triazole-4-carboxamide